4,6-dimethyloctadecyl propyloxymethyl ether C(CC)OCOCCCC(CC(CCCCCCCCCCCC)C)C